O=C1CC(CN1)C(=O)OC methyl 5-oxopyrrolidine-3-carboxylate